tert-butyl 4-(benzyloxycarbonylamino)piperidine-1-carboxylate C(C1=CC=CC=C1)OC(=O)NC1CCN(CC1)C(=O)OC(C)(C)C